C(C)(C)(C)OC(N[C@H]1C2N(CC1CC2)C(=O)C=2C=C(C1=C(SC(=C1C)Cl)C2)OC)=O tert-Butyl-((7R)-2-(2-chloro-4-methoxy-3-methylbenzo[b]thiophene-6-carbonyl)-2-azabicyclo[2.2.1]heptan-7-yl)carbamate